2-(bromodifluoromethoxy)-3-chlorobenzene BrC(OC1=CC=CC=C1Cl)(F)F